ClC1=CC=C(C=C1)C1(OC(C=2C(=C3[C@H]4[C@H](C(OC3=CC2CCCCC)(C)C)CCC(=C4)C)O1)=O)CC(C)=O (8aR,12aR)-2-(4-chlorophenyl)-8,8,11-trimethyl-2-(2-oxopropyl)-5-pentyl-8a,9,10,12a-tetrahydro-4H,8H-benzo[c][1,3]dioxino[4,5-f]chromen-4-one